BrC=1C=C(C(=C(C(=O)OC)C1)F)C(F)(F)F methyl 5-bromo-2-fluoro-3-(trifluoromethyl)benzoate